1-(1-(2,6-dioxopiperidin-3-yl)-3-methyl-2-Oxo-2,3-dihydro-1H-benzo[d]imidazol-5-yl)piperidine O=C1NC(CCC1N1C(N(C2=C1C=CC(=C2)N2CCCCC2)C)=O)=O